OC1=CC=C(C=C1)C1=NN=NC2=C1NN=N2 para-hydroxyphenyl-triazolo-triazine